3-chloro-5-ethyl-5-methylfuro[3,4-c]pyridazin-7(5H)-one ClC1=CC2=C(N=N1)C(OC2(C)CC)=O